N1(N=CC=C1)CCCCC=1NC2=CC=C(C=C2C1C#N)C1(CC1)C (4-(1H-pyrazol-1-yl)butyl)-5-(1-methylcyclopropyl)-indole-3-carbonitrile